O1COC2=C1C=CC(=C2)[C@@H]2N[C@@H](CC1=C2NC2=CC=C(C=C12)OCC#C)C(=O)[O-] (1S,3S)-1-(benzo[d][1,3]dioxol-5-yl)-6-(prop-2-yn-1-yloxy)-2,3,4,9-tetrahydro-1H-pyrido[3,4-b]indole-3-carboxylate